BrC1=CC=C(C=C1)CC(=O)NC=1C=C(CNC2=C(C(=O)N)C=CC=C2)C=CC1 2-(3-(4-bromophenylacetamido)benzylamino)benzamide